ClC1=C(CN2N=C3C4=C(CCC3=C2)OC(=C4C)C(=O)NCC4=CC=C(C=C4)OC)C=CC=C1 2-(2-chlorobenzyl)-N-(4-methoxybenzyl)-8-methyl-4,5-dihydro-2H-furo[2,3-g]indazole-7-carboxamide